2-(2',3-difluoro-[1,1'-biphenyl]-4-yl)acetonitrile FC1=C(C=CC=C1)C1=CC(=C(C=C1)CC#N)F